(2-hydroxy-2,2-diphenylethoxy)quinuclidine Hydrochloride Cl.OC(COC1N2CCC(C1)CC2)(C2=CC=CC=C2)C2=CC=CC=C2